CC(C[C@@H](C(N[C@H](C=O)C[C@@H]1C(NCC1)=O)=O)NC(OCC1CN(C1)C(CC1=CC=CC=C1)=O)=O)C (1-(2-Phenylacetyl)azetidin-3-yl)methyl ((S)-4-methyl-1-oxo-1-(((S)-1-oxo-3-((R)-2-oxopyrrolidin-3-yl)propan-2-yl)amino)pentan-2-yl)carbamate